C12(C(CC(CC1)C2)C(=O)[O-])C(=O)[O-].[Na+].FC2=C(C=CC(=C2)C(F)(F)F)N2CCC(CC2)(C(=O)N[C@@H]2CN(CC2)C)C=2C=NC(=CC2)C=2N(C=CC2)C.[Na+] 1-[2-fluoro-4-(trifluoromethyl)phenyl]-4-[6-(1-methyl-1H-pyrrol-2-yl)pyridin-3-yl]-N-[(3S)-1-methylpyrrolidin-3-yl]piperidine-4-carboxamide sodium norbornanedicarboxylic acid salt